OC1=C(C=CC=C1)P(C1=CC=CC=C1)C1=CC=CC=C1 (2-Hydroxyphenyl)diphenyl-phosphine